C1(CC2C(CC1)O2)CC[Si](OC)(OC)OC β-(3,4-epoxy-cyclohexyl)-ethyltrimethoxysilane